BrC1=CC=CC(=N1)C(=O)NC1=C(C=C(C=C1)NC1=NC(=NC=C1Cl)N1CCNCC1)OC 6-bromo-N-(4-((5-chloro-2-(piperazin-1-yl)pyrimidin-4-yl)amino)-2-methoxyphenyl)picolinamide